CC1=C(C(NC(=C1)C)=O)CNC(=O)C=1C=C(C=C(C1C)N(C1CCOCC1)CC)C1=CC=C(C=C1)CN1CCNCC1 4-((3'-(((4,6-dimethyl-2-oxo-1,2-dihydro-pyridine-3-yl)methyl)carbamoyl)-5'-(ethyl(tetra-hydro-2H-pyran-4-yl)amino)-4'-methyl-[1,1'-biphenyl]-4-yl)methyl)piperazine